methyl-(2-amino-6-(1-methylpiperidin-4-ylcarbonyl)pyridine) CC=1C(=NC(=CC1)C(=O)C1CCN(CC1)C)N